Bis(4-aminocyclohexyl)-methan NC1CCC(CC1)CC1CCC(CC1)N